(Tridecafluoro-1,1,2,2-TetrahydroOctyl)Triethoxysilane CCO[Si](CCC(C(C(C(C(C(F)(F)F)(F)F)(F)F)(F)F)(F)F)(F)F)(OCC)OCC